(4-(1-(4-methoxybenzyl)-1H-1,2,3-triazol-5-yl)phenyl)boronic acid COC1=CC=C(CN2N=NC=C2C2=CC=C(C=C2)B(O)O)C=C1